methyl 9-(1-cyclopropyl-1H-1,2,3-triazol-4-yl)-6-hydroxy-[1,2,4]triazolo[5,1-a]isoquinoline-5-carboxylate C1(CC1)N1N=NC(=C1)C1=CC=C2C(=C(N3C(C2=C1)=NC=N3)C(=O)OC)O